CC1=C(C(CCC1)(C)C)CCC(C)=O 4-(2,6,6-trimethylcyclohex-1-en-1-yl)butan-2-one